1-(tert-butyl)azetidin-3-ol C(C)(C)(C)N1CC(C1)O